N,N'-diethyl-N,N'-diphenyl-urea C(C)N(C(=O)N(C1=CC=CC=C1)CC)C1=CC=CC=C1